4-tert-butyl 3-methyl (1S,2R,3S,6R,7R)-9-(trifluoromethanesulfonyloxy)-4-azatricyclo[5.2.1.0^{2,6}]dec-8-ene-3,4-dicarboxylate FC(S(=O)(=O)OC1=C[C@H]2[C@H]3CN([C@@H]([C@H]3[C@@H]1C2)C(=O)OC)C(=O)OC(C)(C)C)(F)F